C(C1=CC=CC=C1)N1N=C(C2=CC(=C3C(=C12)C=CC=C3)O)C 1-benzyl-3-methyl-1H-benzo[g]indazol-5-ol